6-(4-chlorophenyl)-N-(2,3-dihydroxypropyl)-2-(5-fluoropyridin-3-yl)-3-oxo-2,3-dihydropyridazine-4-carboxamide ClC1=CC=C(C=C1)C=1C=C(C(N(N1)C=1C=NC=C(C1)F)=O)C(=O)NCC(CO)O